C(#C)C=1C=C2C(C(=CNC2=CC1)C(=O)O)=O 6-ethynyl-4-oxo-1,4-dihydroquinoline-3-carboxylic acid